C(CCC)N(C1CC(N(C(C1)(C)C)C)(C)C)C1=NC(=NC(=N1)N(CCCC)C1CC(N(C(C1)(C)C)C)(C)C)NCCCN(CCN(CCCNC1=NC(=NC(=N1)N(CCCC)C1CC(N(C(C1)(C)C)C)(C)C)N(CCCC)C1CC(N(C(C1)(C)C)C)(C)C)C1=NC(=NC(=N1)N(CCCC)C1CC(N(C(C1)(C)C)C)(C)C)N(CCCC)C1CC(N(C(C1)(C)C)C)(C)C)C1=NC(=NC(=N1)N(CCCC)C1CC(N(C(C1)(C)C)C)(C)C)N(CCCC)C1CC(N(C(C1)(C)C)C)(C)C N,N',4,7-tetrakis[4,6-bis(N-butyl-N-(1,2,2,6,6-pentamethyl-4-piperidyl)amino)-1,3,5-triazin-2-yl]-4,7-diazadecane-1,10-diamine